[N+](=O)([O-])[O-].[Sr+2].[N+](=O)([O-])[O-] Strontium nitrat